trihydroxyaluminum oxide [O-2].O[Al](O)O